3-BROMO-2-[(3-BROMOTHIOPHEN-2-YL)METHOXY]BENZALDEHYDE BrC=1C(=C(C=O)C=CC1)OCC=1SC=CC1Br